N-[(1R,3s,5S)-1,5-Dimethyl-8-azabicyclo[3.2.1]octan-3-yl]-N-methyl-5-[4-(1H-pyrazol-4-yl)-1H-indazol-7-yl][1,3]thiazolo[5,4-d][1,3]thiazol-2-amin Trifluoroacetat FC(C(=O)O)(F)F.C[C@]12CC(C[C@](CC1)(N2)C)N(C=2SC=1N=C(SC1N2)C=2C=CC(=C1C=NNC21)C=2C=NNC2)C